CN(/C=C/C(=O)C1CCN(CC1)C(=O)OC(C)(C)C)C tert-butyl 4-[(2E)-3-(dimethylamino)prop-2-enoyl]piperidine-1-carboxylate